[Si](C)(C)(C(C)(C)C)OCCN1C(N(CC=2C1=NC(=NC2)SC)[C@H]2CCNC1=C(C=CC=C21)C)=O (S)-1-(2-((tert-butyldimethylsilyl)oxy)ethyl)-3-(8-methyl-1,2,3,4-tetrahydroquinolin-4-yl)-7-(methylsulfanyl)-3,4-dihydropyrimido[4,5-d]pyrimidin-2(1H)-one